2,6-dibromopyridine N-oxide BrC1=[N+](C(=CC=C1)Br)[O-]